OC=1C=C(C2=C(OC(OC2=O)CC(C)=O)C1C1C=C(CCC1)C)CCCCC 7-hydroxy-8-(3-methylcyclohex-2-en-1-yl)-2-(2-oxopropyl)-5-pentyl-4H-benzo[d][1,3]dioxin-4-one